N-[4-[(3-Hydroxy-7-morpholino-1,6-naphthyridin-5-yl)oxy]cyclohexyl]pyrimidine-2-carboxamide OC=1C=NC2=CC(=NC(=C2C1)OC1CCC(CC1)NC(=O)C1=NC=CC=N1)N1CCOCC1